2-methyl-5-phenyl-1-pentene CC(=C)CCCC1=CC=CC=C1